5-(N-(2-(4-(3-Bromothiophene-2-carbonyl)piperazin-1-yl)phenyl)-N-phenethylsulfamoyl)benzo[b]thiophene BrC1=C(SC=C1)C(=O)N1CCN(CC1)C1=C(C=CC=C1)N(S(=O)(=O)C1=CC2=C(SC=C2)C=C1)CCC1=CC=CC=C1